ethyltributylphosphine tetrafluoroborate F[B-](F)(F)F.C(C)C(CCC)P(CCCC)CCCC